(R)-1-(5-((4-(cyclohexylmethyl)-2-methylpiperazin-1-yl)methyl)pyrazolo[1,5-a]pyridin-3-yl)dihydropyrimidine-2,4(1H,3H)-dione C1(CCCCC1)CN1C[C@H](N(CC1)CC1=CC=2N(C=C1)N=CC2N2C(NC(CC2)=O)=O)C